C(C)(C)(C)OC(=O)N1C[C@H]([C@H](C1)OC)N.ClC1=CC(=NC(=N1)OC)OC 6-chloro-2,4-dimethoxypyrimidine tert-butyl-(3R,4S)-3-amino-4-methoxy-pyrrolidine-1-carboxylate